C(#N)C1=C(C=C(CNC(=O)[C@H]2N(CCN(C2)C=2O[C@H]([C@@H](N2)C)C2=CC=CC=C2)C([C@@H](CCCCN2CCCCC2)NC(OC(C)(C)C)=O)=O)C=C1)OC tert-Butyl ((R)-1-((S)-2-((4-cyano-3-methoxybenzyl)carbamoyl)-4-((4S,5S)-4-methyl-5-phenyl-4,5-dihydrooxazol-2-yl)piperazin-1-yl)-1-oxo-6-(piperidin-1-yl)hexan-2-yl)carbamate